6-[4-fluoro-2-(piperidin-4-yl)-1,3-benzothiazol-6-yl]-8-methoxy-2-methylimidazo[1,2-b]pyridazine hydrochloride Cl.FC1=CC(=CC2=C1N=C(S2)C2CCNCC2)C=2C=C(C=1N(N2)C=C(N1)C)OC